N-(4-chlorophenyl)-4-[3-(4-chlorophenyl)-1-(3-morpholinopropyl)ureido]-3-methylbenzamide ClC1=CC=C(C=C1)NC(C1=CC(=C(C=C1)N(C(=O)NC1=CC=C(C=C1)Cl)CCCN1CCOCC1)C)=O